1-N-hexacosyl-2-piperidone C(CCCCCCCCCCCCCCCCCCCCCCCCC)N1C(CCCC1)=O